C1(=CC=CC=C1)C(C)=NO 1-phenylethane-1-one oxime